BUTYL HEXANOATE C(CCCCC)(=O)OCCCC